6,6-dimethyl-2-methylenebicyclo[3.1.1]heptane CC1(C2CCC(C1C2)=C)C